[N+](=O)([O-])C=1C=NN(C1)C1CN(C1)C(=O)OC(C)(C)C tert-butyl 3-(4-nitro-1H-pyrazol-1-yl)azetidine-1-carboxylate